FC1(CC(C1)CN1N=C(C(=C1C(=O)NC1=CC(=NC=C1)C(=O)O)C(F)(F)F)C(C)(F)F)F 4-(1-((3,3-difluorocyclobutyl)methyl)-3-(1,1-difluoroethyl)-4-(trifluoromethyl)-1H-pyrazole-5-carboxamido)picolinic acid